CC1CCC2(C(N(C(N2)=O)NC(=O)NC2=CC=C(C=C2)C)=O)CC1 1-(8-methyl-2,4-dioxo-1,3-diazaspiro[4.5]decan-3-yl)-3-(p-tolyl)urea